FC(CN[C@H](C)C1=CC=C2C(=N1)N(C(=C2)C2=NC1=C(N2C)C(=CC(=C1)C(=O)OC(C)C)OC)CC(CC=C)(F)F)F isopropyl (R)-2-(6-(1-((2,2-difluoroethyl)amino)ethyl)-1-(2,2-difluoropent-4-en-1-yl)-1H-pyrrolo[2,3-b]pyridin-2-yl)-7-methoxy-1-methyl-1H-benzo[d]imidazole-5-carboxylate